4-(4-fluoro-3-(3-(pyrrolidin-1-yl)azetidine-1-carbonyl)benzyl)phthalazin-1(2H)-one FC1=C(C=C(CC2=NNC(C3=CC=CC=C23)=O)C=C1)C(=O)N1CC(C1)N1CCCC1